5-(3-((4-(2,4-difluoro-6-(2-(methylsulfonyl)ethoxy)phenyl)piperazin-1-yl)methyl)piperidine-1-yl)-2-(furan-2-yl)-[1,2,4]triazolo[1,5-a][1,3,5]triazine-7-amine FC1=C(C(=CC(=C1)F)OCCS(=O)(=O)C)N1CCN(CC1)CC1CN(CCC1)C1=NC=2N(C(=N1)N)N=C(N2)C=2OC=CC2